FC1=C(C=CC(=C1)O)OB(O)O 2-fluoro-4-hydroxyphenylboric acid